N[C@H](CC1=C(C2=NC(=CC(=C2S1)NCC=1SC=CC1)Cl)C)CCF 2-[(2S)-2-amino-4-fluorobutyl]-5-chloro-3-methyl-N-[(thiophen-2-yl)methyl]thieno[3,2-b]pyridin-7-amine